triphenoxy phosphate P(=O)(OOC1=CC=CC=C1)(OOC1=CC=CC=C1)OOC1=CC=CC=C1